2-(2,6-Dimethylpyridin-4-yl)-3-isopropyl-5-(pyrrolidin-3-yl)-1H-indol CC1=NC(=CC(=C1)C=1NC2=CC=C(C=C2C1C(C)C)C1CNCC1)C